aluminum zinc-aluminum-magnesium-silicon [Si].[Mg].[Al].[Zn].[Al]